5-(2-methylthiopyrimidin-4-yl)pyrazolo[1,5-a]pyrimidine CSC1=NC=CC(=N1)C1=NC=2N(C=C1)N=CC2